1-(((1s,3s)-3-ethylcyclobutyl)methyl)-1H-1,2,4-triazole-3-carboxamide C(C)C1CC(C1)CN1N=C(N=C1)C(=O)N